8-(4-(Bis(4-fluorophenyl)methyl)-3,3-dimethylpiperazin-1-yl)-5-methyl-6-oxo-5,6-dihydro-1,5-naphthyridin-2-carbonitril FC1=CC=C(C=C1)C(N1C(CN(CC1)C1=CC(N(C=2C=CC(=NC12)C#N)C)=O)(C)C)C1=CC=C(C=C1)F